COC(=O)C1N(CCOC1)CC1=CC=C(C=C1)C#CC1=CC=C(C=C1)C1=CC(=NO1)CN1C(=NC=C1)[C@H](C)OC1OCCCC1 4-(4-((4-(3-((2-((1S)-1-((tetrahydro-2H-pyran-2-yl)oxy)ethyl)-1H-imidazole-1-yl)methyl)isoxazol-5-yl)phenyl)ethynyl)benzyl)morpholine-3-carboxylic acid methyl ester